(5-(3-cyclopropyl-3-oxoprop-1-yn-1-yl)-8-(methylamino)-2,7-naphthyridin-3-yl)cyclopropanecarboxamide C1(CC1)C(C#CC1=C2C=C(N=CC2=C(N=C1)NC)C1(CC1)C(=O)N)=O